OC1CC2(CN(CC2)C(=O)C2=NC=3N(C=C2)N=CC3)C3=CC=C(C=C13)C1=C(C=CC=C1)C(C)C (3-hydroxy-5-(2-isopropylphenyl)-2,3-dihydrospiro[inden-1,3'-pyrrolidin]-1'-yl)(pyrazolo[1,5-a]pyrimidin-5-yl)methanone